FC1=CC=C(C=C1)C1=NN(C=C1CO)C(=O)O 3-(4-fluorophenyl)-4-(hydroxymethyl)-1h-pyrazole-1-carboxylic acid